P1(=O)(OOCCCCCCCCCCCCCC)OOOOOCCO1 tetradecyloxy tetraoxyethylene phosphate